N-(3-(1H-indol-3-yl)propyl)-4-(2-(4-methylpiperazin-1-yl)ethoxy)benzenesulfonamide N1C=C(C2=CC=CC=C12)CCCNS(=O)(=O)C1=CC=C(C=C1)OCCN1CCN(CC1)C